ClC=1C=CC=C2C=CC=C(C12)N1CC=2N=C(N=C(C2CC1)N1C[C@@H](N(CC1)C(C(=C)F)=O)CC#N)OC[C@H]1N(CCC1)C {(2S)-4-[7-(8-chloronaphthalen-1-yl)-2-{[(2S)-1-methylpyrrolidin-2-yl]methoxy}-5,6,7,8-tetrahydropyrido[3,4-d]pyrimidin-4-yl]-1-(2-fluoroprop-2-enoyl)piperazin-2-yl}acetonitrile